ClC=1C=C(C=CC1)SC1=CC(C=2C3=C(N=C(C2C1=O)CC)N(C(N(C3=O)C)=O)C)=O 8-((3-chlorophenyl)thio)-6-ethyl-2,4-dimethylpyrimido[4,5-c]isoquinoline-1,3,7,10(2H,4H)-tetraone